C(C1=CC=CC=C1)OCC1=NN(C(N1CC)=O)C=1C(=C2C=CC(=CN2C(C1)=O)F)C(C)C (3-((Benzyloxy)methyl)-4-ethyl-5-oxo-4,5-dihydro-1H-1,2,4-triazol-1-yl)-7-fluoro-1-isopropyl-4H-quinolizin-4-one